BrC1=CC=C(CN2C(=NC3=CC=CC=C3C2=O)C(=O)NCCCN2CCCC2)C=C1 3-(4-Bromobenzyl)-4-oxo-N-(3-(pyrrolidin-1-yl)propyl)-3,4-dihydroquinazoline-2-carboxamide